[3-(2,4-Dioxohexahydropyrimidin-1-yl)-4-methyl-phenoxy]Acetic acid O=C1N(CCC(N1)=O)C=1C=C(OCC(=O)O)C=CC1C